(S)-5-(5-(2-hydroxy-4-(trifluoromethyl)phenyl)pyrido[2,3-d]pyridazin-8-yl)-5-azaspiro[2.4]heptan-7-ol OC1=C(C=CC(=C1)C(F)(F)F)C1=C2C(=C(N=N1)N1CC3(CC3)[C@@H](C1)O)N=CC=C2